C(C)(C)(C)OC(N(CCC1=CC=CC=C1)CCCN)=O tert-butyl-N-(3-aminopropyl)-N-(2-phenylethyl)carbamate